5-fluoro-8-((4-fluoro-1-methyl-1H-indol-6-yl)sulfonyl)-3-hydroxyquinazoline-2,4(1H,3H)-dione FC1=C2C(N(C(NC2=C(C=C1)S(=O)(=O)C1=CC(=C2C=CN(C2=C1)C)F)=O)O)=O